1-(2-tert-butyl-cyclohexyloxy)butan-2-ol C(C)(C)(C)C1C(CCCC1)OCC(CC)O